6-butyl-5-(2,6-dimethoxyphenyl)-3-[4-(pyridazin-3-yl)piperazine-1-carbonyl]pyridine-2,4-diol C(CCC)C1=C(C(=C(C(=N1)O)C(=O)N1CCN(CC1)C=1N=NC=CC1)O)C1=C(C=CC=C1OC)OC